6-(4-(8-isopropyl-3,8-diazabicyclo[3.2.1]octan-3-yl)phenyl)-1-methyl-2-(4-(methylsulfonyl)phenyl)-1H-pyrrolo[3,2-b]pyridine C(C)(C)N1C2CN(CC1CC2)C2=CC=C(C=C2)C=2C=C1C(=NC2)C=C(N1C)C1=CC=C(C=C1)S(=O)(=O)C